COC1=NC=CC2=C1C=C(N2CC2=CC=C(C=C2)B(O)O)C 4-((4-methoxy-2-methylpyrrolo[3,2-c]pyridin-1-yl)methyl)phenylboronic acid